(2s,3r,6s)-6-methyl-2-(1-methyltriazol-4-yl)-4-oxo-piperidine-3-carboxylic acid tert-butyl ester C(C)(C)(C)OC(=O)[C@@H]1[C@H](N[C@H](CC1=O)C)C=1N=NN(C1)C